COCCN1C(CCC1)=O (2-methoxy-ethyl)-pyrrolidin-2-one